(1S,2R,3R,5R)-3-[(S)-(3,4-difluorophenyl)(hydroxy)methyl]-5-(7H-pyrrolo[2,3-d]pyrimidin-4-ylamino)cyclopentane-1,2-diol FC=1C=C(C=CC1F)[C@H]([C@@H]1[C@H]([C@H]([C@@H](C1)NC=1C2=C(N=CN1)NC=C2)O)O)O